O=C1NC(CCC1N1C(C=2C=C3C(=CC2C1)OC1(CO3)CCNCC1)=O)=O 7'-(2,6-dioxopiperidine-3-yl)-6'-oxo-7',8'-dihydro-3'H,6'H-spiro[piperidine-4,2'-[1,4]dioxino[2,3-f]isoindole]